O=C1N(CCC(N1)=O)C=1C=C(C(=O)N2CCC(CC2)C(=O)N2CCC(CC2)C(=O)O)C=CC1OC 1-[1-[3-(2,4-dioxohexahydropyrimidin-1-yl)-4-methoxy-benzoyl]piperidine-4-carbonyl]piperidine-4-carboxylic acid